methyl {[6-(benzyloxy)-4-bromo-3-{(2S)-2-[(tert-butoxycarbonyl)amino]-3-[(methanesulfonyl)oxy]propyl}-2-fluorophenyl](trifluoroacetyl)amino}acetate C(C1=CC=CC=C1)OC1=CC(=C(C(=C1N(C(C(F)(F)F)=O)CC(=O)OC)F)C[C@@H](COS(=O)(=O)C)NC(=O)OC(C)(C)C)Br